1,3-Bis(3,6-di-tert-butyl-9H-carbazol-9-yl)benzene C(C)(C)(C)C=1C=CC=2N(C3=CC=C(C=C3C2C1)C(C)(C)C)C1=CC(=CC=C1)N1C2=CC=C(C=C2C=2C=C(C=CC12)C(C)(C)C)C(C)(C)C